N-(4-(7-(benzyloxy)-6-methoxyquinazolin-4-yl)phenyl)-2-methyl-2-(4-(trifluoromethyl)phenyl)propanamide C(C1=CC=CC=C1)OC1=C(C=C2C(=NC=NC2=C1)C1=CC=C(C=C1)NC(C(C)(C1=CC=C(C=C1)C(F)(F)F)C)=O)OC